C(C1=CC=CC=C1)(C1=CC=CC=C1)=NC(C(=O)OCC)C1=NC=CN=C1 ethyl 2-(benzhydrylideneamino)-2-pyrazin-2-yl-acetate